C(=C)C1=CC=C(CCCCNC2=NC(=NC(=N2)O)O)C=C1 6-(4-vinylbenzyl-n-propyl)amino-1,3,5-triazine-2,4-diol